N'-(2-butyl)formylhydrazine CC(CC)C(=O)NN